(S)-1-(7-fluoro-6-(8-Methyl-2,3-dihydro-1H-pyrido[2,3-b][1,4]oxazin-7-yl)isoquinolin-3-yl)-3-(1-(1-methyl-1H-pyrazol-4-yl)ethyl)urea FC1=C(C=C2C=C(N=CC2=C1)NC(=O)N[C@@H](C)C=1C=NN(C1)C)C1=C(C2=C(OCCN2)N=C1)C